N-(3-chloro-4-fluorophenyl)-5-pentylpicolinamide hydrogen chloride Cl.ClC=1C=C(C=CC1F)NC(C1=NC=C(C=C1)CCCCC)=O